ethyl 3-isopropyl-6-(5-methylquinolin-3-yl)-4-oxo-4,5-dihydropyrazolo[1,5-a]-pyrazine-2-carboxylate C(C)(C)C=1C(=NN2C1C(NC(=C2)C=2C=NC1=CC=CC(=C1C2)C)=O)C(=O)OCC